N1(CCC1)C=1C=C(C(=O)O)C=CC1[C@@H]1N(CCCC1)CC1=C2C=CNC2=C(C=C1OC)C (R)-3-(Azetidin-1-yl)-4-(1-((5-methoxy-7-methyl-1H-indol-4-yl)methyl)piperidin-2-yl)benzoic acid